4-((7-cyano-2-(3'-(3-(((R)-3-hydroxypyrrolidin-1-yl)methyl)-1,7-naphthyridin-8-ylamino)-2,2'-dimethylbiphenyl-3-yl)benzo[d]oxazol-5-yl)methylamino)cyclohexanecarboxylic acid C(#N)C1=CC(=CC=2N=C(OC21)C=2C(=C(C=CC2)C2=C(C(=CC=C2)NC=2N=CC=C1C=C(C=NC21)CN2C[C@@H](CC2)O)C)C)CNC2CCC(CC2)C(=O)O